S1P(SP1=S)=S dithia-2,4-diphosphetane 2,4-disulfide